CC=1SC(=C(N1)C)CO (2,4-dimethyl-1,3-thiazol-5-yl)methanol